3-[[6-(3-furyl)-1,3-benzothiazol-2-yl]carbamoyl]bicyclo[2.2.1]hept-5-ene-2-carboxylic acid O1C=C(C=C1)C1=CC2=C(N=C(S2)NC(=O)C2C(C3C=CC2C3)C(=O)O)C=C1